N-(2,6-difluorophenyl)-5-fluoro-4-(3-oxo[1,2,4]triazolo[4,3-a]pyridin-2(3H)-yl)-2-[(1S)-1-phenylethoxy]benzamide FC1=C(C(=CC=C1)F)NC(C1=C(C=C(C(=C1)F)N1N=C2N(C=CC=C2)C1=O)O[C@@H](C)C1=CC=CC=C1)=O